ClN(C(C1=CC=C(C=C1)[N+](=O)[O-])=O)OC(C)=O N-chloro-N-acetoxy-p-nitrobenzamide